O=C1C=CC(=CN1)C(=O)NCCNC(OC(C)(C)C)=O tert-butyl (2-(6-oxo-1,6-dihydropyridine-3-carboxamido)ethyl)carbamate